[N+](=[N-])=CC(CC[C@@H](C(=O)OC(C)C)NC(=O)[C@H]1OCCCC1)=O isopropyl (S)-6-diazo-5-oxo-2-((S)-tetrahydro-2H-pyran-2-carboxamido)hexanoate